arachidic acid eicosyl ester C(CCCCCCCCCCCCCCCCCCC)OC(CCCCCCCCCCCCCCCCCCC)=O